ClC1=NC=CC=C1C1=C(NC(CC1)=O)C1=CC=C(C=C1)F 2'-chloro-2-(4-fluorophenyl)-4,5-dihydro-[3,3'-bipyridin]-6(1H)-one